5-(difluoromethyl)-1-methyl-1H-pyrazole-3-carbaldehyde FC(C1=CC(=NN1C)C=O)F